2-((8-(bis(4-methoxybenzyl)amino)-6-bromo-[1,2,4]triazolo[1,5-a]pyrazin-2-yl)methyl)pyrrolidine-1-carboxylic acid tert-butyl ester C(C)(C)(C)OC(=O)N1C(CCC1)CC1=NN2C(C(=NC(=C2)Br)N(CC2=CC=C(C=C2)OC)CC2=CC=C(C=C2)OC)=N1